2-((2S,3S)-3-(4-((6-fluorobenzo[d]thiazol-5-yl)amino)thieno[2,3-b]pyridin-2-yl)-2-methylpyrrolidin-1-yl)ethan-1-ol FC1=CC2=C(N=CS2)C=C1NC1=C2C(=NC=C1)SC(=C2)[C@@H]2[C@@H](N(CC2)CCO)C